N1C=NC2=C1C=CC(=C2)N2C(C(C2C2=C(C=C(C=C2F)C=2C=NN(C2)C(F)F)F)C)=O 1-(1H-benzo[d]imidazol-5-yl)-4-(4-(1-(difluoromethyl)-1H-pyrazol-4-yl)-2,6-difluorophenyl)-3-methyl-azetidin-2-one